CN(C1CC(C1)C1=NC(=NC=C1)N(CC1=CC=C(C=C1)OCC(C)C)CC1=CC=C(C=C1)F)C 4-[3-(dimethylamino)cyclobutyl]-N-(4-fluorobenzyl)-N-(4-isobutoxybenzyl)pyrimidin-2-amine